4-[[2-(4-methyl-sulfanylphenyl)imidazo[1,2-a]pyrazin-3-yl]amino]benzamide CC1=CC(=C(C=C1)C=1N=C2N(C=CN=C2)C1NC1=CC=C(C(=O)N)C=C1)S